[4-(pentafluoro-sulfanyl)phenyl]-3-(4,4,5,5-tetramethyl-1,3,2-dioxaborolan-2-yl)pyridin-2-amine FS(C1=CC=C(C=C1)C1=C(C(=NC=C1)N)B1OC(C(O1)(C)C)(C)C)(F)(F)(F)F